3-fluoro-5-((4,4,5,5-tetrafluoro-3a-hydroxy-3,3a,4,5-tetrahydro-1H-cyclopenta[de]isochromen-8-yl)oxy)benzonitrile FC=1C=C(C#N)C=C(C1)OC1=CC=C2C=3C(COCC13)(C(C2(F)F)(F)F)O